ClC1=C(C=CC(=C1)Cl)C1C(CC1)NC(C1=C(N=CC=C1)C(F)(F)F)=O N-[2-(2,4-dichlorophenyl)cyclobutyl]-2-(trifluoromethyl)nicotinamide